C(C)(C)OP(O)(=O)C(CC(C)=NO)C1=CC=CC=C1.BrC=1C=CC(=NC1)OC(F)(F)F 5-bromo-2-(trifluoromethoxy)pyridine isopropyl-(3-(hydroxyimino)-1-phenylbutyl)phosphonate